C(\C=C\C1=CC=C(C=C1)O)(=O)[O-] para-coumarate